(S)-N-(8'-(3-hydroxypyrrolidin-1-yl)-4'H-spiro[cyclopropane-1,5'-naphtho[2,1-d]isoxazol]-3'-yl)-2-methoxybenzenesulfonamide O[C@@H]1CN(CC1)C1=CC=C2C3(CC=4C(=NOC4C2=C1)NS(=O)(=O)C1=C(C=CC=C1)OC)CC3